5-(4-((3-(3-ethylureido)-1H-pyrazol-5-yl)methyl)piperazin-1-yl)-N-methyl-6-(trifluoromethyl)picolinamide C(C)NC(NC1=NNC(=C1)CN1CCN(CC1)C=1C=CC(=NC1C(F)(F)F)C(=O)NC)=O